tert-butyl 3-(piperidin-4-yl)-5,6-dihydro-[1,2,4]triazolo[4,3-a]pyrazine-7(8H)-carboxylate N1CCC(CC1)C1=NN=C2N1CCN(C2)C(=O)OC(C)(C)C